BrC1=CC=C(N=N1)O[C@@H]1CC[C@H]2CN(C[C@H]21)C(=O)C=2SC(=C(N2)C)C [(3aS,4R,6aR)-4-[(6-bromo-3-pyridazinyl)oxy]hexahydrocyclopenta[c]pyrrol-2(1H)-yl](4,5-dimethyl-1,3-thiazol-2-yl)methanone